BrC1=CC(=NC(=C1CC(F)(F)F)C)N(CC1=CC=C(C=C1)OC)CC1=CC=C(C=C1)OC 4-bromo-N,N-bis(4-methoxybenzyl)-6-methyl-5-(2,2,2-trifluoroethyl)pyridin-2-amine